(4aS,5aR)-5,5-difluoro-N-(1-((3S,4S)-3-fluoropiperidin-4-yl)-1H-pyrazol-4-yl)-5a-methyl-1,4,4a,5,5a,6-hexahydrocyclopropa[f]indazole-3-carboxamide FC1([C@H]2CC=3C(=NNC3C[C@]21C)C(=O)NC=2C=NN(C2)[C@@H]2[C@H](CNCC2)F)F